1-(trimethyl-silyl)-1-propyne C[Si](C#CC)(C)C